2-(difluoromethyl)-5-(6-((4-(2-methylisoindol-4-yl)-1H-1,2,3-triazol-1-yl)methyl)pyridin-3-yl)-1,3,4-oxadiazole FC(C=1OC(=NN1)C=1C=NC(=CC1)CN1N=NC(=C1)C=1C2=CN(C=C2C=CC1)C)F